NC[C@H]1NC([C@@H](SCC1)C1=CC(=CC=C1)OC1=CC=CC=C1)=O (2S,5S)-5-(aminomethyl)-2-(3-phenoxyphenyl)-1,4-thiazepan-3-one